CNC(C=1C(C(=O)NC=2SC(=CN2)[N+](=O)[O-])=CC=CC1)=O N-Methyl-N2-(5-nitrothiazol-2-yl)phthalamide